N-((5-(5-(difluoromethyl)-1,3,4-oxadiazol-2-yl)pyridin-2-yl)methyl)-N-(m-tolyl)-1-((1r,4r)-4-(trifluoromethyl)cyclohexyl)piperidine-4-sulfonamide FC(C1=NN=C(O1)C=1C=CC(=NC1)CN(S(=O)(=O)C1CCN(CC1)C1CCC(CC1)C(F)(F)F)C=1C=C(C=CC1)C)F